C(C1=CC=CC=C1)C1NC(C2N(C1=O)CCC2)=O Hexahydro-3-(benzyl)-pyrrolo[1,2-a]pyrazine-1,4-dione